1-(((2r,6s)-6-((4-bromophenoxy)methyl)-2-methyl-1,4-dioxan-2-yl)methyl)-3,3-difluoroazetidine BrC1=CC=C(OC[C@@H]2COC[C@@](O2)(C)CN2CC(C2)(F)F)C=C1